C1(=CC=CC=C1)C1=NC(=CC=C1C=1C(=C(C#N)C(=C(C1N1C2=CC=CC=C2C=2C=C(C=CC12)C1=CC=CC=C1)N1C2=CC=CC=C2C=2C=C(C=CC12)C1=CC=CC=C1)N1C2=CC=CC=C2C=2C=C(C=CC12)C1=CC=CC=C1)N1C2=CC=CC=C2C=2C=C(C=CC12)C1=CC=CC=C1)C1=CC=CC=C1 3-(2,6-diphenylpyridin-3-yl)-2,4,5,6-tetrakis(3-phenyl-9H-carbazol-9-yl)benzonitrile